NC=1C=2N(C=CN1)C(=NC2C2=C(C=C(C(=C2)F)C(NC2=NC=CC(=C2)C(F)(F)F)=O)OCC)[C@H]2C([C@](CC2)(C(=O)O)C)(C)C (1S,3R)-3-[8-amino-1-(2-ethoxy-5-fluoro-4-{[4-(trifluoromethyl)pyridin-2-yl]carbamoyl}phenyl)imidazo[1,5-a]pyrazin-3-yl]-1,2,2-trimethylcyclopentanecarboxylic acid